sodium dodecyl-tungsten phosphate P(=O)([O-])([O-])[O-].C(CCCCCCCCCCC)[W+3].[Na+]